N[C@H]1CN(C[C@H](C1)F)C=1C=CC(=NC1)C1=CC(=C(C=C1)F)F 5-((3R,5S)-3-amino-5-fluoropiperidin-1-yl)-2-(3,4-difluorophenyl)pyridin